FC=1C=C2C(=NC=3N(C2=CC1)C(=NN3)C)N3CCCC1=C(C=CC=C31)C#CC=3C=NN(C3)C 7-fluoro-1-methyl-5-[5-[2-(1-methylpyrazol-4-yl)ethynyl]-3,4-dihydro-2H-quinolin-1-yl]-[1,2,4]triazolo[4,3-a]quinazoline